(S)-(4-(6-bromopyrazolo[1,5-a]pyridin-2-yl)-1,4,6,7-tetrahydro-5H-imidazo[4,5-c]pyridin-5-yl)(5-(1-methyl-1H-pyrazol-4-yl)-1,3,4-oxadiazol-2-yl)methanone BrC=1C=CC=2N(C1)N=C(C2)[C@H]2N(CCC1=C2N=CN1)C(=O)C=1OC(=NN1)C=1C=NN(C1)C